3-((4-Chloro-2-fluorophenoxy)methyl)-5-(piperidin-4-oxy)pyridine ClC1=CC(=C(OCC=2C=NC=C(C2)OC2CCNCC2)C=C1)F